N1[C@@H](C1)C(=O)N1[C@H](CN(CC1)C=1C2=C(N=C(N1)OC[C@H]1N(CCC1)C)CN(CC2)C2=CC=CC1=CC=CC(=C21)C)CC#N 2-((S)-1-((S)-aziridine-2-carbonyl)-4-(7-(8-methylnaphthalen-1-yl)-2-(((S)-1-methylpyrrolidin-2-yl)methoxy)-5,6,7,8-tetrahydropyrido[3,4-d]pyrimidin-4-yl)piperazin-2-yl)acetonitrile